OC(C1=CC(=CC(=N1)C(=O)NC)C(=O)N)C1=CC=CC=C1 6-(hydroxy(phenyl)methyl)-N-methylpyridine-2,4-dicarboxamide